F.CN(CCO)C dimethylethanolamine hydrofluoric acid salt